N-Phenyl-2-(di-cyclohexylphosphino)pyrrol C1(=CC=CC=C1)N1C(=CC=C1)P(C1CCCCC1)C1CCCCC1